C1=CC=CC=2C3=CC=CC=C3N(C12)C=1C=C(C=CC1)C=1C=C(C=CC1)C=1C=C(C=CC1N1C2=CC=CC=C2C=2C=CC=CC12)C1=C(C=CC=C1)N1C2=C(C3=CC=CC=C13)C=CC=N2 9-(3''',4'-di(9H-carbazol-9-yl)-[1,1':3',1'':3'',1'''-quaterphenyl]-2-yl)-9H-pyrido[2,3-b]indole